(2S)-2-acetamido-3-(1-methyl-1H-indol-3-yl)propionic acid C(C)(=O)N[C@H](C(=O)O)CC1=CN(C2=CC=CC=C12)C